CC(C)(C)C1=C(C(=CC(=C1)C)C)O (1,1-dimethylethyl)-4,6-dimethylphenol